benzenesulfonamide hydrochloride Cl.C1(=CC=CC=C1)S(=O)(=O)N